CC=1C=C(C=CC1C=C)NC1CCC(CC1)NC(OC(C)(C)C)=O tert-butyl (4-((3-methyl-4-vinylphenyl)amino)cyclohexyl)carbamate